(cyclopentylamino)quinoxaline C1(CCCC1)NC1=NC2=CC=CC=C2N=C1